2,2-dioxo-1,3,2-dioxathiolane O=S1(OCCO1)=O